O1CCN(CC1)C(/C=C/C=1C=C2C=CC=NC2=CC1)=O 6-((E)-3-morpholino-3-oxoprop-1-en-1-yl)quinolin